CN1C(CCC2=CC(=CC=C12)C=1C=C(C=NC1)CNC(=O)C=1C(=NOC1C)C)=O 3,5-Dimethyl-isoxazole-4-carboxylic acid [5-(1-methyl-2-oxo-1,2,3,4-tetrahydro-quinolin-6-yl)-pyridin-3-ylmethyl]-amide